BrC=1C(=NC=CC1C)N 3-bromo-4-methyl-pyridin-2-amine